acetonitrile bis(2,2,2-trifluoroacetate) FC(C(=O)O)(F)F.FC(C(=O)O)(F)F.C(C)#N